N(CC(=O)O)(CC(=O)O)CC(=O)O nitrilo-tri-ACETIC ACID